3-hydroxyphenylpropanol OC=1C=C(C=CC1)C(CC)O